ClC=1C(=C2C(=NC1N1CC3(CN(C3)C(C=C)=O)CC1)CC(OC2)(C)C)C2=C1C=NNC1=CC=C2C (P)-1-(6-(3-chloro-7,7-dimethyl-4-(5-methyl-1H-indazol-4-yl)-7,8-dihydro-5H-pyrano[4,3-b]pyridin-2-yl)-2,6-diazaspiro[3.4]octan-2-yl)-2-propen-1-one